NCCS(=O)(=O)NNCCC(=O)O aminoethylsulfonylamino-β-alanine